FC(C(=O)N(C1=NC=C(C=C1)C1=NOC(=N1)C(F)(F)F)[C@H]1[C@@H](CCCC1)C1=CC=CC=C1)(F)F 2,2,2-trifluoro-N-((1R,2S)-2-phenylcyclohexyl)-N-(5-(5-(trifluoromethyl)-1,2,4-oxadiazol-3-yl)pyridin-2-yl)acetamide